tert-Butyl (2-(4-ethynylpiperidin-1-yl)-2-oxoethyl)carbamate C(#C)C1CCN(CC1)C(CNC(OC(C)(C)C)=O)=O